FC1=CC(=C(C#N)C=C1)CN1C(N(C(C=C1N([C@H]1CN(CCC1)CC1=CC=CC=C1)N)=O)C)=O (R)-4-fluoro-2-((3-methyl-2,4-dioxo-6-(1-benzyl-aminopiperidin-3-ylamino)-3,4-dihydropyrimidin-1(2H)-yl)methyl)benzonitrile